6'-((2S,4R)-2-fluorotetrahydro-2H-pyran-4-yl)-1,2'-dimethyl-5',6'-dihydro-7'H-spiro[azetidine-3,8'-pyrido[4,3-d]pyrimidin]-7'-one F[C@@H]1OCC[C@H](C1)N1CC2=C(N=C(N=C2)C)C2(C1=O)CN(C2)C